Sulfuric acid Aspartate N[C@@H](CC(=O)O)C(=O)O.S(O)(O)(=O)=O